C12C(C3CC(CC(C1)C3)C2)NC(CN2S(N(CCC2)CC2=CC=C(C=C2)Cl)(=O)=O)=O N-(adamantan-2-yl)-2-(6-(4-chlorobenzyl)-1,1-dioxido-1,2,6-thiadiazinan-2-yl)acetamide